NC1=C(C=C(C=N1)NC(C(=O)N1[C@H](CC[C@@H](C1)C)C=1C=CC2=C(N=C(S2)C=2CCN(CC2)C)C1)=O)CC N-(6-amino-5-ethylpyridin-3-yl)-2-((2R,5S)-5-methyl-2-(2-(1-methyl-1,2,3,6-tetrahydropyridin-4-yl)benzo[d]thiazol-5-yl)piperidin-1-yl)-2-oxoacetamide